ClC=1C=C(C=CC1OCC1COCC1)NC=1C2=C(N=CN1)C=CC(=N2)N2[C@@H]1CN[C@H](C2)C1 N-[3-chloro-4-(tetrahydrofuran-3-ylmethoxy)phenyl]-6-[(1S,4S)-2,5-diazabicyclo[2.2.1]heptan-2-yl]pyrido[3,2-d]pyrimidin-4-amine